tert-butyl-4-chloro-9-(1-(3-(hydroxymethyl)bicyclo[1.1.1]pentane-1-carbonyl)piperidin-4-yl)-7,7-dimethylindolo[1,2-a]quinazolin-5(7H)-one C(C)(C)(C)C1=CC=C(C=2C(N=C3N(C12)C1=CC=C(C=C1C3(C)C)C3CCN(CC3)C(=O)C31CC(C3)(C1)CO)=O)Cl